FC1=C(C=CC(=C1)F)N(C(=O)[C@H]1N(S(CC1)(=O)=O)C1=NC(=CC(=C1)C(F)(F)F)C)C (S)-N-(2,4-difluorophenyl)-N-methyl-2-(6-methyl-4-(trifluoromethyl)pyridin-2-yl)isothiazolidine-3-carboxamide 1,1-dioxide